C(C)(C)(C)OC(N[C@H](C(=O)NCCN1C(=NC=2C(=NC=3C=CC=CC3C21)N)CCCC)CCCNC(=N)N)=O (S)-1-(2-(4-amino-2-butyl-1H-imidazo[4,5-C]quinolin-1-yl)ethylamino)-5-guanidino-1-oxopentan-2-ylcarbamic acid tert-butyl ester